4-tert.butylcyclohexanol C(C)(C)(C)C1CCC(CC1)O